5-methyl-tetrahydrofurfuryl alcohol CC1CCC(CO)O1